(R)-8-hydroxy-3,5-dimethyl-7-(4-methylpiperazine-1-carbonyl)isochroman-1-One OC=1C(=CC(=C2C[C@H](OC(C12)=O)C)C)C(=O)N1CCN(CC1)C